BrC1=CC=C2C(NS(C3=CC=CC(N[C@@H](CC[C@H]4CC(N(C2=N1)C4)(C)C)C4=NC(=CC=C4)C(F)(F)F)=N3)(=O)=O)=O (14S,17S)-8-bromo-12,12-dimethyl-17-[6-(trifluoromethyl)pyridin-2-yl]-2λ6-thia-3,9,11,18,23-pentaazatetracyclo[17.3.1.111,14.05,10]tetracosa-1(22),5,7,9,19(23),20-hexaene-2,2,4-trione